2-(4-bromophenyl)-2-methyl-1,3-dioxolane BrC1=CC=C(C=C1)C1(OCCO1)C